FC1=NC(=C2N=CN(C2=N1)C1OCCCC1)NCC1=CC=C(C=C1)N 2-fluoro-6-[(4-aminobenzyl)amino]-9-(tetrahydro-2H-pyran-2-yl)-9H-purine